2H-tetrazolium monosodium salt [Na+].[NH+]=1NN=NC1